C(C=C)(=O)N1C(C2=CC=CC(=C2CC1)C1=C2C=C(NC2=C(C=C1F)C(=O)N)C)C 4-(2-acryloyl-1-methyl-1,2,3,4-tetrahydroisoquinolin-5-yl)-5-fluoro-2-methyl-1H-indole-7-carboxamide